N,N-diethyl-m-iodoaniline C(C)N(C1=CC(=CC=C1)I)CC